NC=1N=C(N=NC1Br)N1C(CC(CC1)C)NC(OC(C)(C)C)=O tert-butyl (1-(5-amino-6-bromo-1,2,4-triazin-3-yl)-4-methylpiperidinyl)carbamate